3-Bromo-N-[(4-methoxyphenyl)methyl]-N-methyl-4-[[5-(trifluoromethoxy)-2-pyridyl]amino]benzenesulfonamide BrC=1C=C(C=CC1NC1=NC=C(C=C1)OC(F)(F)F)S(=O)(=O)N(C)CC1=CC=C(C=C1)OC